9-methyl-11-azatricyclo[6.2.1.02,7]Undec-2,4,6-triene hydrochloride Cl.CC1C2C3=CC=CC=C3C(C1)N2